OCN1C(N(C2C1N(C(N2CO)=O)CO)CO)=O Tetrahydro-1,3,4,6-tetrakis(hydroxymethyl)imidazo[4,5-d]imidazol-2,5(1H,3H)-dion